[7-(2-methylphenyl)-2H-chromen-4-yl]methylamine, hydrochloride Cl.CC1=C(C=CC=C1)C1=CC=C2C(=CCOC2=C1)CN